5-(5-amino-2-methylphenyl)-1-methyl-1,3-dihydro-2H-benzo[d]imidazol-2-one NC=1C=CC(=C(C1)C1=CC2=C(N(C(N2)=O)C)C=C1)C